1,1,1-trifluoro-N-(o-tolyl)propane-2-imine FC(C(C)=NC1=C(C=CC=C1)C)(F)F